ClC1=CC(=C(COC2=CC=CC(=N2)C2CCN(CC2)CC=2N(C(=CN2)C=CC(=O)O)C)C=C1)F 3-(2-((4-(6-((4-chloro-2-fluorobenzyl)oxy)pyridin-2-yl)piperidin-1-yl)methyl)-1-methyl-1H-imidazol-5-yl)acrylic acid